2-([1-[(2-Chlorophenyl)methyl]-5-phenyl-1H-pyrazol-3-yl]methoxy)-2-methylpropanoic acid ClC1=C(C=CC=C1)CN1N=C(C=C1C1=CC=CC=C1)COC(C(=O)O)(C)C